FC1(CCN(CC1)C=1N=C(C=C2C1OC=C2)C(=O)O)F 7-(4,4-difluoropiperidin-1-yl)furo[2,3-c]pyridine-5-carboxylic acid